N1(N=NC=C1)C(C(=O)N)CCCCCCCC 1H-1,2,3-triazol-1-yl-decanoamide